4-(7-(4,4-difluoropiperidine-1-carbonyl)-2,3-dihydro-4H-benzo[b][1,4]oxazin-4-yl)-2-methoxybenzoic acid FC1(CCN(CC1)C(=O)C=1C=CC2=C(OCCN2C2=CC(=C(C(=O)O)C=C2)OC)C1)F